4-amino-1H-imidazole NC=1N=CNC1